NC1=NC=2C=CC=CC2C2=C1N=C(N2CCOCCNC(=O)N2CCN(CC2)C(=O)OCCCC)CCCC Butyl 4-(2-(2-(4-amino-2-butyl-1H-imidazo[4,5-c]quinolin-1-yl)ethoxy)ethylcarbamoyl)piperazine-1-carboxylate